C1(CCCC1)N1[C@@H](C(N(C=2C=NC(=NC12)N(C1=C(C=C(C=C1)C(NC1CCN(CC1)C)=O)OC)CC(C(=O)O)=C)C)=O)CC 2-[[N-[(7R)-8-cyclopentyl-7-ethyl-5-methyl-6-oxo-7H-pteridin-2-yl]-2-methoxy-4-[(1-methyl-4-piperidyl)carbamoyl]anilino]methyl]prop-2-enoic acid